C1(=CC=CC2=CC=CC=C12)S(=O)(=O)OC1=C(C=CC=C1)NC(=O)NC1=CC=C(C=C1)OS(=O)(=O)C1=CC=CC2=CC=CC=C12 N-[2-(1-naphthalenesulfonyloxy)phenyl]-N'-[4-(1-naphthalenesulfonyloxy)phenyl]urea